C(C)(C)(C)OC(=O)N(C1=NC=CC(=C1)C[C@@H]1[C@H](N(C1=O)C(N[C@H](C(F)(F)F)C1CCCCC1)=O)C(=O)OCC1=CC=CC=C1)CC1=CC=C(C=C1)OC benzyl (2S,3R)-3-({2-[(tert-butoxycarbonyl)(4-methoxybenzyl)amino]pyridin-4-yl}methyl)-1-{[(1S)-1-cyclohexyl-2,2,2-trifluoroethyl]carbamoyl}-4-oxoazetidine-2-carboxylate